4-[[[4-[(1H-pyrazol-3-yl)amino]pyrrolo[2,1-f][1,2,4]triazin-2-yl]thio]methyl]benzoic acid N1N=C(C=C1)NC1=NC(=NN2C1=CC=C2)SCC2=CC=C(C(=O)O)C=C2